O1C[C@@H](CC1)C1=CC=C(C=C1)C1CN(C1)C(=O)N1C[C@@H]2[C@@H](OCC(N2)=O)CC1 |o1:2| (4aR,8aS)-6-[3-[4-[(3S or R)-tetrahydrofuran-3-yl]phenyl]azetidine-1-carbonyl]-4,4a,5,7,8,8a-hexahydropyrido[4,3-b][1,4]oxazin-3-one